BrC1=C(C=C(C(=O)N2CC=3N=C(N(C(C3C[C@H]2C)=O)C2=CC(=C(C(=O)NC)C=C2)Cl)Cl)C=C1)C(F)(F)F (R)-4-(7-(4-bromo-3-(trifluoromethyl)benzoyl)-2-chloro-6-methyl-4-oxo-5,6,7,8-tetrahydropyrido[3,4-d]pyrimidin-3(4H)-yl)-2-chloro-N-methylbenzamide